Br.[N+](=O)([O-])C1=CC=C(C=C1)C[C@@H](C=1N=C(SC1)C=1SC=CC1)N (S)-2-(4-nitrophenyl)-1-[(thiophen-2-yl)thiazol-4-yl]Ethylamine hydrobromide